N-vinyl-N-methyl-acetamide methyl-(2S,4R)-4-hydroxypyrrolidine-2-carboxylate COC(=O)[C@H]1NC[C@@H](C1)O.C(=C)N(C(C)=O)C